6-((5-fluoro-6-(4-fluorophenyl)-4-(2-hydroxypropan-2-yl)pyridin-2-yl)oxy)-3-azabicyclo[3.1.0]hexane-3-carboxylate FC=1C(=CC(=NC1C1=CC=C(C=C1)F)OC1C2CN(CC12)C(=O)[O-])C(C)(C)O